CC=1C=C(C=NNC=2C3=C(N=C(N2)N2CCOCC2)C(=CN3)C3=CC=CC=C3)C=CC1 4-(4-(2-(3-methylbenzylidene)hydrazinyl)-7-phenyl-5H-pyrrolo[3,2-d]pyrimidin-2-yl)morpholine